OCCNC(C(NCCO)=O)=O di(2-hydroxyethyl)oxamide